C(C)(C)(C)O[Si](OC(C)=O)(OC(C)=O)OC(C)(C)C di-t-butoxy-di-acetoxysilane